8-(3-bromophenyl)-1,4-dioxa-8-azaspiro[4.5]decane BrC=1C=C(C=CC1)N1CCC2(OCCO2)CC1